BrC=1C(N(C(=CC1OCC1=NC=C(C=C1C)F)C)C1=CC(=NC=C1C)C1=NC(=NC=C1C)C(C)(C)O)=O (P)-3-bromo-4-((5-fluoro-3-methylpyridin-2-yl)methoxy)-2'-(2-(2-hydroxypropan-2-yl)-5-methylpyrimidin-4-yl)-5',6-dimethyl-2H-[1,4'-bipyridin]-2-one